C1(CC1)C(=O)NC=1C(=C(N=NC1)C(=O)NC([2H])([2H])[2H])NC1C=2N(C3=CC=CC=C3N1C)N=C(N2)C (cyclopropanecarboxamido)-4-((2,5-dimethyl-4,5-dihydro-[1,2,4]triazolo[1,5-a]quinoxalinyl)amino)-N-(methyl-d3)pyridazine-3-carboxamide